C(C)OC(C(CCC)C1=C(C(=CC=C1)OC)F)=O (2-fluoro-3-methoxyphenyl)pentanoic acid ethyl ester